FC(COC(NC[C@H]1OC2=C(C1)C1=C(N=C(S1)C1=C3N=CC(=NC3=CC(=C1)C)OC)C=C2F)=O)(F)F (S)-((5-fluoro-2-(2-methoxy-7-methylquinoxalin-5-yl)-7,8-dihydrobenzofuro[5,4-d]thiazol-7-yl)methyl)carbamic acid 2,2,2-trifluoroethyl ester